COC1=CC(=NC=C1)NC1=CC(=NC(=N1)C=1C=NN(C1)C)N1CC2(C1)CCN(CC2)C(C)=O 1-(2-(6-((4-methoxypyridin-2-yl)amino)-2-(1-methyl-1H-pyrazol-4-yl)pyrimidin-4-yl)-2,7-diazaspiro[3.5]nonan-7-yl)ethan-1-one